N'-phenyl-1,4-phenylenediamine C1(=CC=CC=C1)NC1=CC=C(C=C1)N